BrC1=NC=2C(CCCC2C=C1)(O)CC 2-bromo-8-ethyl-5,6,7,8-tetrahydroquinolin-8-ol